BrC=1C=C2C(=NNC2=CC1)C(=O)O 5-Bromoindazole-3-carboxylic acid